((2-nitrophenyl)amino)propan-1-ol [N+](=O)([O-])C1=C(C=CC=C1)NC(CC)O